FC(C=1SC2=C(N(C=3C(N(N=CC32)CC3=CC(=CC=C3)OC)=O)C)N1)(C1=CC=CC=C1)F 2-(difluoro(phenyl)methyl)-6-(3-methoxybenzyl)-4-methyl-4,6-dihydro-5H-thiazolo[5',4':4,5]pyrrolo[2,3-d]pyridazin-5-one